3-(6-oxospiro[2,8-dihydrofuro[2,3-e]isoindole-3,4'-piperidine]-7-yl)piperidine-2,6-dione O=C1N(CC2=C3C(=CC=C12)C1(CCNCC1)CO3)C3C(NC(CC3)=O)=O